OC1C(CCC1O)OC1C(C(CC1)O)O 2,3-dihydroxycyclopent-1-ylether